(S)-1'-((7-ethyl-6-carbonyl-5,6-dihydro-1,5-naphthyridin-3-yl)methyl)-N-(tetrahydrofuran-3-yl)-1',2',3',6'-tetrahydro-[3,4'-bipyridine]-6-carboxamide C(C)C=1C(NC=2C=C(C=NC2C1)CN1CCC(=CC1)C=1C=NC(=CC1)C(=O)N[C@@H]1COCC1)=C=O